2-[(6-{6-[(cyclobutylmethyl)amino]pyridin-2-yl}imidazo[1,2-a]pyridin-2-yl)methyl]-5-phenyl-1,2-dihydro-2,7-naphthyridin-1-one C1(CCC1)CNC1=CC=CC(=N1)C=1C=CC=2N(C1)C=C(N2)CN2C(C1=CN=CC(=C1C=C2)C2=CC=CC=C2)=O